tert-butyl (3R,4R)-4-((6-((5-(difluoromethoxy)-1H-pyrazol-3-yl)amino)pyrazin-2-yl)oxy)-3-fluoroazepane-1-carboxylate FC(OC1=CC(=NN1)NC1=CN=CC(=N1)O[C@H]1[C@@H](CN(CCC1)C(=O)OC(C)(C)C)F)F